NC1=NC=CC(=C1Cl)SC=1N=CC(=NC1)N1CC2=C([C@H](CC1)NCC(C)C)C=CC=C2 (R)-N-((S)-2-(5-((2-amino-3-chloropyridin-4-yl)thio)pyrazin-2-yl)-2,3,4,5-tetrahydro-1H-benzo[c]azepin-5-yl)-2-methylpropylamine